5-(N-(4-(2-((7-amino-2-(furan-2-yl)-[1,2,4]triazolo[1,5-a][1,3,5]triazin-5-yl)amino)ethyl)-3-fluorophenyl)sulfamoyl)-3-chloro-2-hydroxybenzamide NC1=NC(=NC=2N1N=C(N2)C=2OC=CC2)NCCC2=C(C=C(C=C2)NS(=O)(=O)C=2C=C(C(=C(C(=O)N)C2)O)Cl)F